ClC1=C(C=C(C=C1)F)N=C(N)C1=C(C=2N(N=C1)C=C(C2)C2=C(C=C(C=C2)OC)C)N[C@@H]2CC[C@@H](CC2)NS(=O)(=O)CCC N'-(2-chloro-5-fluoro-phenyl)-6-(4-methoxy-2-methyl-phenyl)-4-[cis-[4-(propylsulfonylamino)cyclohexyl]amino]pyrrolo[1,2-b]pyridazine-3-carboxamidine